C(C=C)(=O)N1C[C@H]([C@H](C1)F)OC1=NC(=CC2=C1C=CN2CC(C)C)NC=2SC(=CN2)C#N 2-((4-(((3R,4S)-1-Acryloyl-4-fluoropyrrolidin-3-yl)oxy)-1-isobutyl-1H-pyrrolo[3,2-c]pyridin-6-yl)amino)thiazole-5-carbonitrile